((tetrahydro-2H-pyran-2-yl)oxy)phenol O1C(CCCC1)OC1=C(C=CC=C1)O